1,5-diphenyl-pent-1,4-dien-3-one C1(=CC=CC=C1)C=CC(C=CC1=CC=CC=C1)=O